NCC1(CC(=C(C=C1)C1=C(OCC(=O)O)C=CC=C1)OC)OC 2-[4-aminomethyl-(2,4-dimethoxyphenyl)]phenoxyl-acetic acid